2-[(6-fluoro-3-methyl-2-morpholino-4-oxo-quinazolin-8-yl)sulfonylamino]benzoic acid FC=1C=C2C(N(C(=NC2=C(C1)S(=O)(=O)NC1=C(C(=O)O)C=CC=C1)N1CCOCC1)C)=O